C=1(O)C(=CC(O)=CC1)CC(C(=O)O)=C.C(C(=C)C)(=O)O.OC=1C=C(C=C(C1)O)O 3,5-dihydroxyphenol methacrylate hydroquinonemonomethacrylate